6-(6-(4-methoxypyridin-3-yl)-4-methyl-1H-pyrazolo[4,3-c]pyridin-1-yl)-N,N-bis(methyl-d3)-4-((2R,3S)-2-methyl-3-((methylsulfonyl)methyl)azetidin-1-yl)pyridin-2-amine COC1=C(C=NC=C1)C1=CC2=C(C(=N1)C)C=NN2C2=CC(=CC(=N2)N(C([2H])([2H])[2H])C([2H])([2H])[2H])N2[C@@H]([C@H](C2)CS(=O)(=O)C)C